[NH4+].COP([S-])(OC)=S di(methyl)dithiophosphoric acid ammonium salt